FC(CO)(CN1[C@@H](C=2NC3=CC=C(C=C3C2C[C@H]1C)F)C1=C(C=CC(=C1)OCCNCCCF)OC)F 2,2-difluoro-3-((1R,3R)-6-fluoro-1-(5-(2-((3-fluoropropyl)amino)ethoxy)-2-methoxyphenyl)-3-methyl-1,3,4,9-tetrahydro-2H-pyrido[3,4-b]indol-2-yl)propan-1-ol